6-(4-(4-(dimethoxymethyl)piperidin-1-yl)phenyl)-1-fluoro-7-(perfluoropropyl)-3-(tetrahydro-2H-pyran-2-yl)-3,8,9,10-tetrahydrocyclohepta[e]indazole COC(C1CCN(CC1)C1=CC=C(C=C1)C1=C(CCCC=2C=3C(=NN(C3C=CC21)C2OCCCC2)F)C(C(C(F)(F)F)(F)F)(F)F)OC